C(C)(C)(C)N(C(O)=O)C1=NC=C(C=C1)C(C)(F)F.C(C)N1C(=C(C2=CC=CC=C12)C(=CC1(OC(=O)C2=CC=CC=C12)C1=CC=C(C=C1)N(CC)CC)C1=C(N(C2=CC=CC=C12)CC)C)C 3-[2,2-bis(1-ethyl-2-methylindol-3-yl)ethenyl]-3-(4-diethylaminophenyl)phthalide tert-butyl-(5-(1,1-difluoroethyl)pyridin-2-yl)carbamate